4-cyclopropyl-6-methyl-N-phenylpyrimidin-2-amine C1(CC1)C1=NC(=NC(=C1)C)NC1=CC=CC=C1